[N+](=O)([O-])C1=CC2=C(OCCO2)C=C1[N+](=O)[O-] 6,7-dinitro-2,3-dihydro-1,4-benzodioxine